C(C)CC1=CC=C(C=C1)S(=O)(=O)ON(C)C (dimethylamino) ethyl-p-toluenesulfonate